C1(=CC=CC=C1)NC(=N)NC1=CC=CC=C1 N,N'-Diphenylguanidin